NC1=NC2=CC=C(C=C2C=N1)C1=C(C(=O)NC2=CC(=C(C=C2)C(=O)N2CCN(CC2)C)C(F)(F)F)C=CC(=C1)C (2-aminoquinazolin-6-yl)-4-methyl-N-(4-(4-methylpiperazine-1-carbonyl)-3-(trifluoromethyl)phenyl)benzamide